2-(4-(4-((4H-1,2,4-triazol-3-yl)methoxy)-3-fluoro-5-methoxyphenyl)-3-methyl-2-oxo-6-(trifluoromethyl)-2,3-dihydro-1H-benzo[d]imidazol-1-yl)-N-(6-methoxypyridin-3-yl)acetamide N=1N=C(NC1)COC1=C(C=C(C=C1OC)C1=CC(=CC=2N(C(N(C21)C)=O)CC(=O)NC=2C=NC(=CC2)OC)C(F)(F)F)F